4-[5-(aminomethyl)pyrimidin-2-yl]-3-[2-methyl-6-(2-methylpropoxy)pyrimidin-4-yl]oxybenzonitrile NCC=1C=NC(=NC1)C1=C(C=C(C#N)C=C1)OC1=NC(=NC(=C1)OCC(C)C)C